[6-(5-cyclopropyl-4H-1,2,4-triazol-3-yl)-2-azaspiro[3.3]heptan-2-yl]-[3-[2-[3-(trifluoromethyl)azetidin-1-yl]pyrimidin-5-yl]azetidin-1-yl]methanone C1(CC1)C=1NC(=NN1)C1CC2(CN(C2)C(=O)N2CC(C2)C=2C=NC(=NC2)N2CC(C2)C(F)(F)F)C1